FC1=C(C=CC(=C1F)F)B(O)O (2,3,4-trifluorophenyl)Boronic acid